N-(2-chloro-5-nitrophenyl)-3,5-difluoropyridinecarboxamide ClC1=C(C=C(C=C1)[N+](=O)[O-])NC(=O)C1=NC=C(C=C1F)F